CN(CCOC=1C(=CC=C2C(=CC=NC12)C1=CC=CC=C1)NC1=CC=CC=C1)C 8-(2-(dimethylamino)ethoxy)-4-phenyl-7-(phenylamino)quinolin